5,5'-bis(3-mercaptopropyl)-2,2'-bis(3-Mercaptopentyloxy)-3,3'-dimethoxybiphenyl SCCCC=1C=C(C(=C(C1)C1=C(C(=CC(=C1)CCCS)OC)OCCC(CC)S)OCCC(CC)S)OC